OCC1=CC(=C(OCCCC(=O)O)C=C1[N+](=O)[O-])OC 4-(4-(hydroxymethyl)-2-methoxy-5-nitrophenoxy)butanoic acid